COC(=O)[C@@H]1OC2(O[C@H]1CC1=CC=CC=C1)CCCC2 (2R,3S)-methyl-3-benzyl-1,4-dioxaspiro[4.4]nonane-2-carboxylate